methyl 7-bromo-2-methyl-1H-1,3-benzodiazole-4-carboxylate BrC1=CC=C(C2=C1NC(=N2)C)C(=O)OC